C(C1=CC=CC=C1)OC=1C(=CC(=C(C1)CC(=O)NC1=CC(=NC=C1)C(=O)NC1(CC1)C(F)(F)F)F)C(C(F)(F)F)CO[Si](C)(C)C(C)(C)C 4-[[2-[5-benzyloxy-4-[1-[[tert-butyl(dimethyl)silyl]oxymethyl]-2,2,2-trifluoro-ethyl]-2-fluoro-phenyl]acetyl]amino]-N-[1-(trifluoromethyl)cyclopropyl]pyridine-2-carboxamide